N[C@@H]1C(N[C@@H](C1)CO)=O (3S,5S)-3-amino-5-(hydroxymethyl)pyrrolidin-2-one